[In].[Mn].[Co].[Ni] nickel-cobalt-manganese-indium